COC1=C(C=CC(=C1)OC)S(=O)(=O)NC1=NOC2=C1C(=CC(=C2)CN2N=CC(=C2)CNC(C(=C)F)=O)OC N-((1-((3-((2,4-dimethoxyphenyl)sulfonamido)-4-methoxybenzo[d]isoxazol-6-yl)methyl)-1H-pyrazol-4-yl)methyl)-2-fluoroacrylamide